8-(4-acetylpiperazin-1-yl)-N-(1-cyanocyclopropyl)-3-(5-(trifluoromethyl)-1,3,4-thiadiazol-2-yl)-N-((2-(trimethylsilyl)ethoxy)methyl)imidazo[1,5-a]pyridine-6-sulfonamide C(C)(=O)N1CCN(CC1)C=1C=2N(C=C(C1)S(=O)(=O)N(COCC[Si](C)(C)C)C1(CC1)C#N)C(=NC2)C=2SC(=NN2)C(F)(F)F